5-amino-N-[2-(4-amino-3-methoxy-3-methylpyrrolidin-1-yl)-4-fluoro-5,6,7,8-tetrahydroquinolin-6-yl]-2,4-dimethylthieno[2,3-d]pyrimidine-6-carboxamide NC1=C(SC=2N=C(N=C(C21)C)C)C(=O)NC2CC=1C(=CC(=NC1CC2)N2CC(C(C2)N)(C)OC)F